ClC1=NC=C(C(=C1)C1=C(C=NC(=C1)C)C(=O)N)OC 4-(2-chloro-5-methoxypyridin-4-yl)-6-methylpyridin-3-carboxamide